N,N-di-n-butylammonium acetate C(C)(=O)[O-].C(CCC)[NH2+]CCCC